propyl-(phenyl)dimethoxysilane C(CC)[Si](OC)(OC)C1=CC=CC=C1